(1-(6-(1H-imidazole-1-yl)pyridin-2-yl)piperidin-4-yl)methanol N1(C=NC=C1)C1=CC=CC(=N1)N1CCC(CC1)CO